CN1C=2N(CCCC1=O)N=C(C2)C2=CC=CC=C2 4-methyl-2-phenyl-7,8-dihydro-6H-pyrazolo[1,5-a][1,3]diazepin-5-one